(rac)-6-bromo-1-methyl-4-{4-[1-(2-methylphenyl)-1H-1,2,3-triazol-4-yl]piperidin-1-yl}-2-oxo-7-[(oxocyclopent-3-yl)oxy]-1,2-dihydroquinoline-3-carbonitrile BrC=1C=C2C(=C(C(N(C2=CC1O[C@H]1CC(CC1)=O)C)=O)C#N)N1CCC(CC1)C=1N=NN(C1)C1=C(C=CC=C1)C |r|